(2E)-1-(6,7-dimethoxy-3,4-dihydro-1H-isoquinolin-2-yl)-3-[2-(4-fluorophenyl)imidazo[1,2-a]pyridin-3-yl]prop-2-en-1-one COC=1C=C2CCN(CC2=CC1OC)C(\C=C\C1=C(N=C2N1C=CC=C2)C2=CC=C(C=C2)F)=O